[C+]#C[O-] diCarbon monoxide